FC(C=1C(=C(C=CC1)[C@@H](C)NC1=NC(=NC2=C3C(=C(C=C12)C1=CCC(CC1)O)OCCN3C)C)F)F 4-(4-(((R)-1-(3-(difluoromethyl)-2-fluorophenyl)ethyl)amino)-2,10-dimethyl-9,10-dihydro-8H-[1,4]oxazino[2,3-H]quinazolin-6-yl)cyclohex-3-enol